C(C)(C)(C)OC(=O)N1CC2=C(CC1)N=C(S2)C=2C=CC(=C(C(=O)O)C2)OC 5-(5-(tert-butoxycarbonyl)-4,5,6,7-tetrahydrothiazolo[5,4-c]pyridin-2-yl)-2-methoxybenzoic acid